tert-butyl 4-[5-(6-{3-cyanopyrrolo[1,2-b]pyridazin-7-yl}-4-[(3-methyloxetan-3-yl)amino]pyridin-3-yl)-1,3,4-thiadiazol-2-yl]piperazine-1-carboxylate C(#N)C1=CC=2N(N=C1)C(=CC2)C2=CC(=C(C=N2)C2=NN=C(S2)N2CCN(CC2)C(=O)OC(C)(C)C)NC2(COC2)C